(2S,4r)-1-[(2S)-3,3-dimethyl-2-[4-[3-oxo-3-(p-tolyl)propyl]triazol-1-yl]butyryl]-4-hydroxy-N-methyl-pyrrolidine-2-carboxamide CC([C@@H](C(=O)N1[C@@H](C[C@H](C1)O)C(=O)NC)N1N=NC(=C1)CCC(C1=CC=C(C=C1)C)=O)(C)C